OC=1C(=C(C=2C(C3=CC(=CC(=C3C(C2C1N)=O)N)N)=O)O)N dihydroxy-2,4,5,7-tetraamino-9,10-anthraquinone